C(CCC)OC1=CC=C(C=C1)C=1C=C2CCC([C@H](C2=CC1)NC(O[C@@H]1CN2CCC1CC2)=O)(C)C (S)-quinuclidin-3-yl ((R)-6-(4-butoxyphenyl)-2,2-dimethyl-1,2,3,4-tetrahydronaphthalen-1-yl)carbamate